C1(CC1)CN1C(C2=C(C=C1)C(=CN2)C2=NC(=NC=C2C(F)(F)F)N[C@@H]2CNCCC2)=O 6-(cyclopropylmethyl)-3-(2-{[(3S)-piperidin-3-yl]amino}-5-(trifluoromethyl)pyrimidin-4-yl)-1H,6H,7H-pyrrolo[2,3-c]pyridin-7-one